4-(4-bromoindan-1-yl)oxy-5-chloro-2-(3-pyridylmethoxy)benzaldehyde BrC1=C2CCC(C2=CC=C1)OC1=CC(=C(C=O)C=C1Cl)OCC=1C=NC=CC1